FCCOC=1C=C(C=CC1OC)[C@@H](C1CCN(CC1)C(=O)C=1C=CC2=C(NC(CO2)=O)C1)C1=CC=CC=C1 |o1:12| 6-[4-[(S or R)-3-(2-Fluoroethoxy)-4-methoxy-phenyl-phenyl-methyl]piperidine-1-carbonyl]-4H-1,4-benzoxazin-3-one